COC=1C=C2C(=CNC2=CC1)CCNC(OC1=C(OC=CC1=O)C)=O 2-methyl-4-oxo-4H-pyran-3-yl [2-(5-methoxy-1H-indol-3-yl)ethyl]carbamate